CC1=C(N=C2N(C1=O)C=C(C=C2C(C)NC2=C(C(=O)OC(C)(C)C)C=CC=C2)C)C=2C=C1C(=NC2)N(C(=C1C)C)C tert-butyl 2-((1-(3,7-dimethyl-4-oxo-2-(1,2,3-trimethyl-1H-pyrrolo[2,3-b]pyridin-5-yl)-4H-pyrido[1,2-a]pyrimidin-9-yl)ethyl)amino)benzoate